tert-Butyl 4-[3-(2-hydroxyethoxy)cyclobutoxy]piperidine-1-carboxylate OCCOC1CC(C1)OC1CCN(CC1)C(=O)OC(C)(C)C